C(C)(C)(C)OC(N(C1CC1)C1CCN(CC1)C=1C2=CN(N=C2C(=C(C1)Cl)C(NC1=CC2=CN(N=C2C=C1OC)C)=O)C)=O.C(CCCCC#CCCCCC#CCCC)OC1OCCCC1 2-(hexadec-6,12-diyn-1-yloxy)tetrahydro-2H-pyran tert-butyl-N-[1-[6-chloro-7-[(6-methoxy-2-methyl-indazol-5-yl)carbamoyl]-2-methyl-indazol-4-yl]-4-piperidyl]-N-cyclopropyl-carbamate